FC(S(=O)(=O)OC[C@]1(OC2=C(C(=C(C(=C2CC1)C)OCC1=CC=CC=C1)C)C)C)(F)F (S)-(6-(benzyloxy)-2,5,7,8-tetramethylchroman-2-yl)methyl Trifluoromethanesulfonate